C1(=CC=CC=C1)C(C)NCC(=O)O N-(S)-(1-phenylethyl)glycine